SCC(=O)OC1SCC(SC1)OC(CS)=O 1,4-dithiane-2,5-diol bis(mercaptoacetate)